C(#N)C1=CC(=C(COC=2C=C(C=CC2[N+](=O)[O-])C2=CC(=C(C=C2)CC2=NC3=C(N2CCOC)C=C(C=C3)C(=O)OC)F)C=C1)F Methyl 2-((3'-((4-cyano-2-fluorobenzyl)oxy)-3-fluoro-4'-nitro-[1,1'-biphenyl]-4-yl)methyl)-1-(2-methoxyethyl)-1H-benzo[d]imidazole-6-carboxylate